ClC=1N=CC(CC1)(C(F)(F)F)Cl 2,5-dichloro-5-trifluoromethylpyridine